1,2,3-Triazol-1-ylmethylpivalat N1(N=NC=C1)CCC(C(=O)[O-])(C)C